tris(o-methylphenyl)Phosphine CC1=C(C=CC=C1)P(C1=C(C=CC=C1)C)C1=C(C=CC=C1)C